FC(C1=CC=C(CO)C=C1)(F)F 4-(trifluoromethyl)benzyl alcohol